N(=C=O)[C@H](C(=O)OCC)CCCCN=C=O ethyl L-2,6-diisocyanato-hexanoate